BrC=1C(=C(C(=O)OC)C=C(C1)I)C methyl 3-bromo-5-iodo-2-methylbenzoate